N-(6-methoxy-2-methyl-1,2,3,4-tetrahydroisoquinolin-7-yl)-7-(8-methyl-2,3-dihydro-1H-pyrido[2,3-b][1,4]oxazin-7-yl)quinazolin-2-amine COC=1C=C2CCN(CC2=CC1NC1=NC2=CC(=CC=C2C=N1)C1=C(C2=C(OCCN2)N=C1)C)C